methyl (R)-1-(4-(3-methyl-4-(((1-phenylethoxy)carbonyl)amino)isothiazol-5-yl)phenyl)cyclopropane-1-carboxylate CC1=NSC(=C1NC(=O)O[C@H](C)C1=CC=CC=C1)C1=CC=C(C=C1)C1(CC1)C(=O)OC